ClC1=NC=C(C=C1C(=O)NC1CC1)OC[C@H](C)NS(=O)(=O)C(Cl)Cl 2-chloro-N-cyclopropyl-5-[(2S)-2-(dichloromethylsulfonylamino)propoxy]pyridine-3-carboxamide